CNC1=C(C(=O)SCCNC(CCNC([C@@H](C(COP(OP(OC[C@@H]2[C@H]([C@H]([C@@H](O2)N2C=NC=3C(N)=NC=NC23)O)OP(=O)(O)O)(=O)O)(=O)O)(C)C)O)=O)=O)C=CC=C1 2-(methylamino)benzoyl-coenzyme A